BrC1=CC=CC(=N1)OCC=1C(=CC(=NC1)C(=O)NC1(CC1)C#N)OC 5-[(6-bromo-2-pyridyl)oxymethyl]-N-(1-cyanocyclopropyl)-4-methoxy-pyridine-2-carboxamide